5-(6-(trifluoromethyl)picolinamido)-2H-indazole-6-carboxamide FC(C1=CC=CC(=N1)C(=O)NC1=CC2=CNN=C2C=C1C(=O)N)(F)F